C(=O)(O)C1=C(C=C(C(=O)OC)C#N)C=CC=C1C(=O)O methyl 2,3-dicarboxy-α-cyanocinnamate